N[C@H]1[C@H]2CC[C@@H](C1)N2C(=O)C2=CC=1N(C(=C2)OC)C(=C(N1)C1=CC=2C(=NC(=CC2)O)N1CC1CC1)C ((1R,2R,4S)-2-amino-7-azabicyclo[2.2.1]heptan-7-yl)(2-(1-(cyclopropylmethyl)-6-hydroxy-1H-pyrrolo[2,3-b]pyridin-2-yl)-5-methoxy-3-methylimidazo[1,2-a]pyridin-7-yl)methanone